CC1=CC=C(C=C1)CC=O 4-methyl-phenylacetaldehyde